ClC1=CC=C(C=C1)C=1C=2C=C(C(=NC2C(N(C1)C1=CC=C(C=C1)OC(F)(F)F)=O)C)C 5-(4-chlorophenyl)-2,3-dimethyl-7-[4-(trifluoromethoxy)phenyl]-1,7-naphthyridin-8-one